3-[(3-fluoropiperidin-3-yl)methoxy]-2-(trifluoromethyl)pyridine hydrochloride Cl.FC1(CNCCC1)COC=1C(=NC=CC1)C(F)(F)F